2-Amino-8-(1-methyl-1H-pyrazol-4-yl)-1-propyl-1,7-dihydro-purin-6-one NC=1N(C(C=2NC(=NC2N1)C=1C=NN(C1)C)=O)CCC